FC([C@@H]1[C@H](CN(C1)C(=O)OC(C)(C)C)C(=O)OCC)(F)F |r| (±)-(3R,4R)-1-tert-butyl 3-ethyl 4-(trifluoromethyl)pyrrolidine-1,3-dicarboxylate